ClC1=NC=C(C(=C1)N1C[C@H](CC1)NC)C=1C=NN(C1)C1CCOCC1 (3S)-1-[2-chloro-5-(1-tetrahydropyran-4-ylpyrazol-4-yl)-4-pyridyl]-N-methyl-pyrrolidin-3-amine